C1(CC1)C=1C=CC=2N(N1)C=C(N2)C(=O)N2CCC(CC2)C2=C(C=CC=C2)C(F)(F)F (6-cyclopropylimidazo[1,2-b]pyridazin-2-yl)(4-(2-(trifluoromethyl)phenyl)piperidin-1-yl)methanone